CN1C(C2=CC=CC=3C2=C(C1=O)C=C(C3)C=3C=C1C=CC(=CC1=CC3NC(=O)N)C(=O)OC)=O methyl 6-(2-methyl-1,3-dioxo-2,3-dihydro-1H-benzo[de]isoquinolin-5-yl)-7-ureido-2-naphthoate